N1(CCCCC1)CCCCNC(=S)OC(C(=O)OCCCCCCCC(=O)OCCCCCCCC)C(=O)OCCCCCCCC(=O)OCCCCCCCC bis(8-(octyloxy)-8-oxooctyl) 2-(((4-(piperidin-1-yl)butyl)carbamothioyl)oxy)-malonate